(R)-3-((1-allyl-pyrrolidin-2-yl)methyl)-7-fluoro-5-methoxy-1H-indole C(C=C)N1[C@H](CCC1)CC1=CNC2=C(C=C(C=C12)OC)F